CC1=CC=C(CN2CCN(CC2)C(\C=C\C2=C(C=C(C=C2)O)O)=O)C=C1 (E)-1-(4-(4-methylbenzyl)piperazinyl)-3-(2,4-dihydroxyphenyl)-2-propen-1-one